OC1C2CN(CC12C)C(=O)OC(C)(C)C tert-butyl 6-hydroxy-1-methyl-3-azabicyclo[3.1.0]hexane-3-carboxylate